(2R)-2-(6-{5-chloro-2-[(1-methyl-1H-pyrazol-5-yl)amino]pyrimidin-4-yl}-1-oxo-2,3-dihydro-1H-isoindol-2-yl)-N-[(1S)-2-hydroxy-1-(3-methoxyphenyl)ethyl]propanamide ClC=1C(=NC(=NC1)NC1=CC=NN1C)C1=CC=C2CN(C(C2=C1)=O)[C@@H](C(=O)N[C@H](CO)C1=CC(=CC=C1)OC)C